OCCNC(=O)C=1N=CNC1 N-(2-hydroxyethyl)-1H-imidazole-4-carboxamide